(RS)-ibuprofen OC(=O)[C@H](C)C1=CC=C(CC(C)C)C=C1 |r|